(R)-3-((1,4-dioxan-2-yl)methoxy)-1-((2-(trimethylsilyl)ethoxy)methyl)-1H-pyrazol-4-amine O1[C@H](COCC1)COC1=NN(C=C1N)COCC[Si](C)(C)C